N-(cis-2-(((cis-4-(2-(trifluoromethoxy)phenyl)-cyclohexyl)oxy)methyl)piperidin-3-yl)methanesulfonamide FC(OC1=C(C=CC=C1)[C@H]1CC[C@H](CC1)OC[C@@H]1NCCC[C@@H]1NS(=O)(=O)C)(F)F